1-(5-(3-(benzyloxy)-4-methoxyphenyl)-4-(4-cyano-3-fluorophenyl)pyridin-2-yl)piperidin C(C1=CC=CC=C1)OC=1C=C(C=CC1OC)C=1C(=CC(=NC1)N1CCCCC1)C1=CC(=C(C=C1)C#N)F